6-(methoxy-d3)-1-tosyl-6-(trifluoromethyl)-4,5,6,7-tetrahydro-1H-indole-3-sulfonyl chloride C(OC1(CCC=2C(=CN(C2C1)S(=O)(=O)C1=CC=C(C)C=C1)S(=O)(=O)Cl)C(F)(F)F)([2H])([2H])[2H]